N1=NC(=CC=C1)N1CCN(CC1)C1=NC2=CC(=NC=C2C=C1)CN (2-(4-(pyridazin-3-yl)piperazin-1-yl)-1,6-naphthyridin-7-yl)methanamine